2-(5-bromo-4-methylpyridin-2-yl)propan-2-ol BrC=1C(=CC(=NC1)C(C)(C)O)C